FC=1N=C(SC1CN1[C@H](C[C@H](C1)OC1=NC=2N(C=C1)N=C(C2)C)C)NC(C)=O N-(4-fluoro-5-(((2S,4R)-2-methyl-4-((2-methylpyrazolo[1,5-a]pyrimidin-5-yl)oxy)pyrrolidin-1-yl)methyl)thiazol-2-yl)acetamide